FC(C1=NN=C(O1)C1=CC=C(CN2N=NC(=C2)C2=CC3=C(NC(=N3)N)C=C2)C=C1)F 5-(1-(4-(5-(difluoromethyl)-1,3,4-oxadiazol-2-yl)benzyl)-1H-1,2,3-triazol-4-yl)-1H-benzo[d]imidazol-2-amine